C(C)(C)(C)OC(=O)NCC1=CC=C(C=C1)NC(NC=1C(=C(C(=O)OC)C=CC1)C)=O methyl 3-(3-(4-(((tert-butoxycarbonyl) amino) methyl)phenyl)ureido)-2-methylbenzoate